C1(CC1)NC(=O)C1CN(C1)CC1=CC2=CC=C(C=C2C[C@@H]1C)OCCCC(F)(F)F (S)-N-cyclopropyl-1-((3-methyl-6-(4,4,4-trifluorobutoxy)-3,4-dihydronaphthalen-2-yl)methyl)azetidine-3-carboxamide